ClC=1C=C(NCC(=O)O)C=CC1F 2-(3-chloro-4-fluoro-anilino)acetic acid